2-(2-(((3R,4S)-3-fluoro-1-((1-methyl-1H-imidazol-4-yl)sulfonyl)piperidin-4-yl)amino)-5-(trifluoro-methyl)pyrimidin-4-yl)-6,6-dimethyl-5,6-dihydro-4H-thieno[2,3-c]pyrrol-4-one F[C@@H]1CN(CC[C@@H]1NC1=NC=C(C(=N1)C1=CC2=C(C(NC2=O)(C)C)S1)C(F)(F)F)S(=O)(=O)C=1N=CN(C1)C